C(CCCCCCC\C=C/CCCCCCCC)(=O)O.N(CCO)(CCO)CCO triethanolamine oleate salt